2,5-dibromo-3-(2-ethylhexyl)thiophene BrC=1SC(=CC1CC(CCCC)CC)Br